ClC1=CC=C(CN2C(=C(C3=CC(=CC=C23)O)C(CC(C)(C)C)=O)CC(C(=O)O)(C)C)C=C1 3-(1-(4-chlorobenzyl)-3-(3,3-dimethylbutyryl)-5-hydroxy-1H-indol-2-yl)-2,2-dimethylpropanoic acid